N-[4-[5-[[(3aR,5s,6aS)-2-(3,3-dimethylbutyl)-3,3a,4,5,6,6a-hexahydro-1H-cyclopenta[c]pyrrol-5-yl]amino]pyrazin-2-yl]phenyl]acetamide CC(CCN1C[C@@H]2[C@H](C1)CC(C2)NC=2N=CC(=NC2)C2=CC=C(C=C2)NC(C)=O)(C)C